NC=1SC=C(N1)C(C(=O)OC)OC Methyl 2-(2-aminothiazol-4-yl)-2-methoxyacetate